C(#N)C1=CC(=C(C(=O)OC)C=C1)CN[C@@]1(C(NC(CC1)=O)=O)C methyl (S)-4-cyano-2-(((3-methyl-2,6-dioxopiperidin-3-yl)amino)methyl)benzoate